FC1(CC(C1)S(=O)(=O)C1=CC=C2C(NN=C(C2=C1)CC=1C=CC(=C(C(=O)N2CCN(CC2)C2=NC=C(C#N)C=C2)C1)F)=O)F 6-(4-(5-((7-((3,3-difluorocyclobutyl)sulfonyl)-4-oxo-3,4-dihydrophthalazin-1-yl)methyl)-2-fluorobenzoyl)piperazin-1-yl)nicotinonitrile